m-bis(α-hydroxyisopropyl)benzene OC(C)(C)C1=CC(=CC=C1)C(C)(C)O